FC=1C(=CC=2C3=C(C=NC2C1)C=NN3C)C(=O)NC 7-fluoro-N,1-dimethyl-1H-pyrazolo[4,3-c]Quinoline-8-carboxamide